(E)-6,7-difluoro-5-(4-fluoro-3-(4-(4-methyl-8-(2-(methylsulfonyl)vinyl)chroman-4-yl)-1H-imidazol-2-yl)phenoxy)-4-(methylsulfinyl)-1H-indole FC1=C(C(=C2C=CNC2=C1F)S(=O)C)OC1=CC(=C(C=C1)F)C=1NC=C(N1)C1(CCOC2=C(C=CC=C12)\C=C\S(=O)(=O)C)C